tetraethyldecanoic acid ammonium [NH4+].C(C)C(C(C(=O)O)(CC)CC)(CCCCCCC)CC